C(C)OC(=O)C=1OC2=C(C1C)C=C(C=C2)S(NCCC2=C(C=CC(=C2)Br)F)(=O)=O 5-(N-(5-bromo-2-fluorophenylethyl)sulfamoyl)-3-methylbenzofuran-2-carboxylic acid ethyl ester